FC=1C=C2C3=C(NC2=C(C1)NC)N=C(N=C3N3CC(C3)=C(CO)CC)C(=O)NC=3C=NC(=NC3)C 6-fluoro-4-(3-(1-hydroxybutan-2-ylidene)azetidin-1-yl)-8-(methylamino)-N-(2-methylpyrimidin-5-yl)-9H-pyrimido[4,5-b]indol-2-amide